[Si]=O.[Sn] tin silicon Oxide